NC=1C(=NC=C(C#N)C1)NC[C@H]1OCC1 (S)-5-amino-6-((oxetan-2-ylmethyl)amino)nicotinonitrile